1-benzyl-3-((dimethyl(oxo)-λ6-sulfanylidene)amino)-2,5-dimethylpyridin-1-ium bromide [Br-].C(C1=CC=CC=C1)[N+]1=C(C(=CC(=C1)C)N=S(=O)(C)C)C